COC1=C(N=CC(=N1)C=1C(=C(C=CC1)C1=C(C(=CC=C1)C1=NN2C(C(CCC2)N2CCCC2)=C1)C)C)CNC[C@H]1NC(CC1)=O (3R)-1-(2-(3'-(6-methoxy-5-(((((S)-5-oxopyrrolidin-2-yl)methyl)amino)methyl)pyrazin-2-yl)-2,2'-dimethyl-[1,1'-biphenyl]-3-yl)-4,5,6,7-tetrahydropyrazolo[1,5-a]pyridin-4-yl)pyrrolidine